C(CCCCCCCCCCCCCCCCC)(=O)[O-].[Al+3].C(CCCCCCCCCCCCCCCCC)(=O)[O-].C(CCCCCCCCCCCCCCCCC)(=O)[O-] Aluminium stearate